tert-butyl (1-(hydroxymethyl)-2-oxabicyclo[2.1.1]hexan-4-yl)carbamate OCC12OCC(C1)(C2)NC(OC(C)(C)C)=O